ClC1=CC=C(OC2=CC=C(C=C2)NC2=NC=NC3=CC=C4C(=C23)OCCN4)C=C1 N-(4-(4-chlorophenoxy)phenyl)-3,4-dihydro-2H-[1,4]oxazino[2,3-f]quinazolin-10-amine